5-(2-chloro-5-fluoropyrimidin-4-yl)-3-fluoro-1-isopropylpyridin-2(1H)-one ClC1=NC=C(C(=N1)C=1C=C(C(N(C1)C(C)C)=O)F)F